N1(N=CC=C1)C1=C(C=CC=C1)NC1=NC(=NC=C1C(=O)OC(C)C)NC1=C(C=C(C(=C1)NC(C=C)=O)N(C)CCN(C)C)OC Isopropyl 4-((2-(1H-pyrazol-1-yl)phenyl)amino)-2-((5-acrylamido-4-((2-(dimethylamino) ethyl) (methyl) amino)-2-methoxyphenyl)amino)pyrimidin-5-carboxylate